C1(CCC1)C(=O)N1CCC(CC1)S(=O)(=O)N(C1=CC=CC=C1)CC=1N=C2N(C=CC(=C2)C=2OC(=NN2)C(F)F)C1 1-(Cyclobutanecarbonyl)-N-((7-(5-(Difluoromethyl)-1,3,4-Oxadiazol-2-Yl)Imidazo[1,2-a]Pyridine-2-Yl)Methyl)-N-Phenylpiperidine-4-Sulfonamide